6-{[2-(1-methylpyrazol-4-yl)-4-pyridyl]oxy}-3-{[4-(trifluoromethyl)phenyl]methyl}quinazolin-4-one CN1N=CC(=C1)C1=NC=CC(=C1)OC=1C=C2C(N(C=NC2=CC1)CC1=CC=C(C=C1)C(F)(F)F)=O